ethyl (Z)-3-[(3,4-dimethyl-5-oxo-2H-furan-2-yl)oxy]-2-(5-phenylindol-1-yl)prop-2-enoate CC=1C(OC(C1C)=O)O\C=C(\C(=O)OCC)/N1C=CC2=CC(=CC=C12)C1=CC=CC=C1